4-(DIPROPYLCARBAMOYL)PHENYLBORONIC ACID C(CC)N(C(=O)C1=CC=C(C=C1)B(O)O)CCC